methyl 3-bromocyclobutane-1-carboxylate BrC1CC(C1)C(=O)OC